FC(C(=O)O)(F)F.COC1=CC(=C(C=C1OC)NC(=O)C=1C=NC2=CC=CC=C2C1)C(NC1=CC=C(C=C1)CCNCCC1=CC=CC=C1)=O N-(4,5-Dimethoxy-2-((4-(2-(phenethylamino)ethyl)phenyl)carbamoyl)phenyl)quinoline-3-carboxamide trifluoroacetate salt